BrC(=O)OC1=CCCCCCC1 trans-cyclooctenyl bromoformate